di-(4-chlorobenzoyl) peroxide ClC1=CC=C(C(=O)OOC(C2=CC=C(C=C2)Cl)=O)C=C1